1-(4-((1H-1,2,4-triazol-1-yl)methoxy)phenyl)-7-fluoro-9H-pyrido[3,4-b]indole-3-carboxylic acid N1(N=CN=C1)COC1=CC=C(C=C1)C1=NC(=CC2=C1NC1=CC(=CC=C21)F)C(=O)O